dioxo-quinazoline-7-carbonitrile O=C1NC(NC2=CC(=CC=C12)C#N)=O